(R)-2-((benzyloxycarbonyl) amino)-3-iodopropionate C(C1=CC=CC=C1)OC(=O)N[C@H](C(=O)[O-])CI